C1(=CC=CC=C1)P(C1=CC=CC=C1)C1=CC=CC=C1.[Pd] Palladium triphenylphosphine